N1(CCNCCC1)C1=NC=CC=C1NCC=1C=C2N=CC=NC2=CC1 (1,4-Diazepan-1-yl)-N-(quinoxalin-6-ylmethyl)pyridin-3-amine